OC1=C(C=CC=C1)P(O)(=O)CO hydroxyl-(hydroxymethylphenylphosphinic acid)